C1=C2N(CC=N1)C=CN=C2 pyrazino[1,2-a]pyrazine